FC1=CC=C(C=C1)C1=NN2C(COCC23CC3)=C1 2'-(4-fluorophenyl)-4'H,6'H-spiro[cyclopropane-1,7'-pyrazolo[5,1-c][1,4]oxazine]